(S)-1-(4-(6-amino-5-(trifluoromethyl)pyridin-3-yl)-1-(3-fluorobicyclo[1.1.1]pentan-1-yl)-1H-imidazol-2-yl)-2,2,2-trifluoroethanol NC1=C(C=C(C=N1)C=1N=C(N(C1)C12CC(C1)(C2)F)[C@@H](C(F)(F)F)O)C(F)(F)F